naphthyl(m-trifluoromethyl-phenyl)methylene(cyclopentadienyl)(2,7-dimethyl-3,6-di-tert-butylfluorenyl)zirconium dichloride [Cl-].[Cl-].C1(=CC=CC2=CC=CC=C12)C(=[Zr+2](C1=C(C(=CC=2C3=CC(=C(C=C3CC12)C)C(C)(C)C)C(C)(C)C)C)C1C=CC=C1)C1=CC(=CC=C1)C(F)(F)F